CN([C@H]1[C@@H](CCCC1)N)C (1R,2R)-N',N2-dimethylcyclohexane-1,2-diamine